Cl.NCC(=O)OC(C)(C)C tert-butyl 2-aminoacetate hydrochloride